tert-butyl methyl((3S)-1-(3-(4-methyl-1H-imidazol-1-yl)-5-(4-phenoxyazepane-1-carboxamido)benzyl)pyrrolidin-3-yl)carbamate CN(C(OC(C)(C)C)=O)[C@@H]1CN(CC1)CC1=CC(=CC(=C1)NC(=O)N1CCC(CCC1)OC1=CC=CC=C1)N1C=NC(=C1)C